C(C)(C)(C)OC(=O)N1C=CC2=CC=C(C=C12)CN1N=NC(=C1)C=1C=C2C(=NC1)NC=C2 6-[[4-(1H-pyrrolo[2,3-b]pyridin-5-yl)triazol-1-yl]methyl]indole-1-carboxylic acid tert-butyl ester